((1s,3s)-3-Hydroxy-3-methylcyclobutyl)(7-(3-(1-methyl-1H-imidazol-4-yl)phenyl)-2-azaspiro[3.5]nonan-2-yl)methanone OC1(CC(C1)C(=O)N1CC2(C1)CCC(CC2)C2=CC(=CC=C2)C=2N=CN(C2)C)C